ClC1=CC(=C(C=C1)O)C=NC1=C(C=C(C=C1)Cl)Cl 4-chloro-2-((2,4-dichlorophenylimino)methyl)phenol